ClC1=[N+](C(=CC=C1)Cl)[O-] 2,6-dichloropyridine-1-oxide